C12COCC(CC1)N2CC2CCNCC2 4-({3-oxa-8-azabicyclo[3.2.1]octan-8-yl}methyl)piperidin